N-{2-[(1S)-1-(4-fluorophenyl)ethoxy]-4-(4,4,5,5-tetramethyl-1,3,2-dioxaborolan-2-yl)phenyl}ethane-1-sulfonamide FC1=CC=C(C=C1)[C@H](C)OC1=C(C=CC(=C1)B1OC(C(O1)(C)C)(C)C)NS(=O)(=O)CC